C(C)(C)(C)OC(NCC1=C(C=CC(=C1)Cl)Br)=O tert-butyl(2-bromo-5-chlorobenzyl)carbamate